N-(2-cyanoethyl)-5-(2-((4-(trifluoromethyl)phenyl)amino)phenyl)-1,3,4-oxadiazole-2-carboxamide C(#N)CCNC(=O)C=1OC(=NN1)C1=C(C=CC=C1)NC1=CC=C(C=C1)C(F)(F)F